1-methyl-4-(prop-2-ynyl)piperidine vanadium-chromium iron [Fe].[Cr].[V].CN1CCC(CC1)CC#C